NC1=NC=2C=C(C=CC2C2=C1C=NN2C)CN(C(=O)C=2C=NC(=CC2)C(F)(F)F)C=2C(=NC=CC2)S(=O)(=O)C N-({4-amino-1-methyl-1H-pyrazolo[4,3-c]quinolin-7-yl}methyl)-N-(2-methanesulfonylpyridin-3-yl)-6-(trifluoromethyl)pyridine-3-carboxamide